(S)-4-(7-(3-cyanophenyl)-5-(pyrrolidin-1-ylmethyl)-7H-pyrrolo[2,3-d]pyrimidin-4-yl)-3-methylpiperazine-1-carboxylic acid tert-butyl ester C(C)(C)(C)OC(=O)N1C[C@@H](N(CC1)C=1C2=C(N=CN1)N(C=C2CN2CCCC2)C2=CC(=CC=C2)C#N)C